7-[1-(2,6-Dioxopiperidin-3-yl)-3-methyl-2-oxo-1,3-benzodiazol-4-yl]heptanoic acid O=C1NC(CCC1N1C(N(C2=C1C=CC=C2CCCCCCC(=O)O)C)=O)=O